N-(5-methylthiazol-2-yl)-2-(3-(4,4,5,5-tetramethyl-1,3,2-dioxaborolan-2-yl)phenyl)propanamide CC1=CN=C(S1)NC(C(C)C1=CC(=CC=C1)B1OC(C(O1)(C)C)(C)C)=O